bis((3-methylhexan-3-yl)cyclopentadienyl)zirconium dichloride [Cl-].[Cl-].CC(CC)(CCC)C1(C=CC=C1)[Zr+2]C1(C=CC=C1)C(CC)(CCC)C